CC1=NC(=CC=C1[C@H]1N(CCC1)C)C (S)-2,6-dimethyl-3-(1-methylpyrrolidin-2-yl)pyridine